C(C)(CC)C=1N(C=C(N1)C=1C=C(C(=NC1)N)OC(F)F)C12CC(C1)(C2)N2CCOCC2 5-(2-(sec-butyl)-1-(3-morpholinobicyclo-[1.1.1]pentan-1-yl)-1H-imidazol-4-yl)-3-(di-fluoromethoxy)pyridin-2-amine